CN([C@@H]1CN(C[C@H]1F)C1=C(C=C(C(=C1)F)C=1C=NC(=NC1)N1CCOCC1)NC(=O)C1=CNC(C=C1C(F)(F)F)=O)C trans-N-(2-(3-(dimethylamino)-4-fluoropyrrolidin-1-yl)-4-fluoro-5-(2-morpholinopyrimidin-5-yl)phenyl)-6-oxo-4-(trifluoromethyl)-1,6-dihydropyridine-3-carboxamide